NCCS(=O)O 2-aminoethanesulphinic acid